N-[6-(5-chloro-1,3-benzothiazol-2-yl)spiro[3.3]heptan-2-yl]-2-(methylamino)pyridine-4-carboxamide ClC=1C=CC2=C(N=C(S2)C2CC3(CC(C3)NC(=O)C3=CC(=NC=C3)NC)C2)C1